NC1=C(C=2C(=NC=C(C2)Cl)N1C=1C(=NC=C(C1C)OC)C)C#N 2-amino-5-chloro-1-(5-methoxy-2,4-dimethyl-3-pyridyl)pyrrolo[2,3-b]pyridine-3-carbonitrile